3-(3-methoxyphenyl)-4-methyltricyclo[4.2.1.02,5]non-3,7-diene COC=1C=C(C=CC1)C=1C2C3C=CC(C2C1C)C3